ClC=1C=NC2=CC(=C(C(=C2C1)F)C=1N(N=CC1)C)C#N 3-chloro-5-fluoro-6-(2-methylpyrazol-3-yl)quinoline-7-carbonitrile